4-(trifluoromethyl)furo[2,3-e]pyridin-6-yl triflate O(S(=O)(=O)C(F)(F)F)C1=CN(C=2C(=C1)OCC2)C(F)(F)F